3-(5-bromo-2-methylphenyl)-4-(2,6-diisopropylphenyl)-5-phenyl-4H-1,2,4-triazole BrC=1C=CC(=C(C1)C1=NN=C(N1C1=C(C=CC=C1C(C)C)C(C)C)C1=CC=CC=C1)C